FC(C=1C=C(C=C(C1)C(F)(F)F)NC=1N(C2=NC(=NC=C2N1)NC(C)(C)C)C1CCN(CC1)C(=O)OC(C)(C)C)(F)F tert-butyl 4-(8-((3,5-bis(trifluoromethyl)phenyl)amino)-2-(tertbutylamino)-9H-purin-9-yl)piperidine-1-carboxylate